ClC1=C(C(=CC=C1)F)C=1NC(=C(N1)C1=CN(N=N1)CC(C)C)C1=CC=CC=C1 5-[2-(2-chloro-6-fluorophenyl)-5-phenyl-1H-imidazol-4-yl]-3-isobutyl-3H-[1,2,3]triazol